3-(2-(3-fluorophenoxy)ethyl)urea FC=1C=C(OCCNC(N)=O)C=CC1